C(C=C)(=O)[Si](OCCOC)(OCCOC)OCCOC acryloyltri(methoxyethoxy)silane